N(=[N+]=[N-])C1(CC1)C(F)F 1-azido-1-(difluoromethyl)cyclopropane